CN(C)CC=C N,N-dimethylallyl-amine